trans-4-(2-Aminoacetamido)-N-(3-(2-cyclopropylthiazol-5-yl)phenyl)-N-((trans-4-(4-methoxy-3-methylphenyl)cyclohexyl)methyl)cyclohexanecarboxamide NCC(=O)N[C@@H]1CC[C@H](CC1)C(=O)N(C[C@@H]1CC[C@H](CC1)C1=CC(=C(C=C1)OC)C)C1=CC(=CC=C1)C1=CN=C(S1)C1CC1